C(C)(C)C=1C2=C(NC1C=1C=C(C=3N(C1)N=CN3)C)SC(=C2)S(=O)(=O)N2CCNCC2 4-Isopropyl-5-(8-methyl-[1,2,4]triazolo[1,5-a]pyridin-6-yl)-2-(piperazin-1-ylsulfonyl)-6H-thieno[2,3-b]pyrrole